2-[6-(benzylsulfanyl)-8-fluoroimidazo[1,5-a]pyridin-3-yl]-5-methyl-1,3,4-oxadiazole C(C1=CC=CC=C1)SC=1C=C(C=2N(C1)C(=NC2)C=2OC(=NN2)C)F